CC(C(=O)NC=1C=CC=C2C=CC=NC12)C=C 2-methyl-N-(quinolin-8-yl)but-3-enamide